C1(=CC=CC=2OC3=C(C21)C=CC=C3)C3=NC(=NC=N3)C3=CC2=CC=CC=C2C=C3 dibenzo[b,d]furan-1-yl-6-(naphthalen-2-yl)-1,3,5-triazine